C1(CC1)COC1=CC=C(C=N1)C=1C=C2CC(C(C2=CC1OC)NC(O[C@@H]1CN2CCC1CC2)=O)(C)C (S)-quinuclidin-3-yl (5-(6-(cyclopropylmethoxy)pyridin-3-yl)-6-methoxy-2,2-dimethyl-2,3-dihydro-1H-inden-1-yl)carbamat